NC(C(=O)O)CC1=CC=C(C=C1)CN=[N+]=[N-] 2-amino-3-(4-(azidomethyl)phenyl)propanic acid